Racemic-N7-[4,4-difluorotetralin-1-yl]-2-(methoxymethyl)pyrazolo[1,5-a]pyrimidine-3,7-dicarboxamide FC1(CC[C@H](C2=CC=CC=C12)NC(=O)C1=CC=NC=2N1N=C(C2C(=O)N)COC)F |r|